2-(4-(6-methoxy-4-methyl-2,3-dioxo-3,4-dihydroquinoxalin-1(2H)-yl)piperidin-1-yl)pyrimidine COC=1C=C2N(C(C(N(C2=CC1)C1CCN(CC1)C1=NC=CC=N1)=O)=O)C